C(C)OC(=O)C1=CC(=C2C(=N1)O[C@@H](CC2)CF)C2=C(C=C(C=C2)F)F (S)-5-(2,4-difluorophenyl)-2-(fluoromethyl)-3,4-dihydro-2H-pyrano[2,3-b]Pyridine-7-Carboxylic acid Ethyl ester